(1R,9R)-10,10-dimethyl-4-(2-(2-propenoyl)-2,6-diazaspiro[3.4]octan-6-yl)-6-(5-(trifluoromethyl)-1H-indazol-4-yl)-3-azatricyclo[7.1.1.02,7]undeca-2,4,6-triene-5-carbonitrile CC1([C@H]2CC3=C(C(=C(N=C3[C@@H]1C2)N2CC1(CN(C1)C(C=C)=O)CC2)C#N)C2=C1C=NNC1=CC=C2C(F)(F)F)C